6-(4-amino-2,6-dichloro-phenoxy)-4-(2-fluoro-propane-2-yl)-pyridazin-3(2H)-one NC1=CC(=C(OC=2C=C(C(NN2)=O)C(C)(C)F)C(=C1)Cl)Cl